[3-(4-chlorophenyl)pyrrolidin-1-yl]-[3-(3-fluoro-4-pyridyl)-1H-pyrazol-5-yl]methanone ClC1=CC=C(C=C1)C1CN(CC1)C(=O)C1=CC(=NN1)C1=C(C=NC=C1)F